(6-(3,5-Dimethylisoxazol-4-yl)quinazolin-4-yl)-N-methylpiperidine-4-carboxylic acid CC1=NOC(=C1C=1C=C2C(=NC=NC2=CC1)C1N(CCC(C1)C(=O)O)C)C